N(=[N+]=[N-])[C@@H]1[C@H](C(O[C@@H]([C@@H]1O)CO)O)O (3R,4S,5R,6R)-4-azido-6-(hydroxymethyl)tetrahydro-2H-pyran-2,3,5-triol